BrC1=CC=C(C=C1)[C@H](CN(C)C)NC(O)=O [(1R)-1-(4-bromophenyl)-2-(dimethylamino)ethyl]carbamic acid